4-Bromo-1-[2-methyl-4-[1,2,2,2-tetrafluoro-1-(trifluoromethyl)ethyl]-6-(trifluoromethyl)phenyl]-1H-pyrazole BrC=1C=NN(C1)C1=C(C=C(C=C1C(F)(F)F)C(C(F)(F)F)(C(F)(F)F)F)C